N[C@H](C(=O)NC1=C(C=C(C=C1)[C@@H]([C@H](C(=O)N1CCC(CC1)=C(F)F)NC(C(F)(F)F)=O)C)F)C1CCC(CC1)C N-((2R,3S)-3-(4-((S)-2-amino-2-((1r,4S)-4-methylcyclohexyl)acetamido)-3-fluorophenyl)-1-(4-(difluoromethylene)piperidin-1-yl)-1-oxobutan-2-yl)-2,2,2-trifluoroacetamide